COCCOCCOC(=O)C=1C=CC=2C(C3=CC=CC=C3SC2C1C(=O)OCCOCCOC)=O 3,4-bis-[2-(2-methoxyethoxy)ethoxycarbonyl]thioxanthone